(E)-2-(trifluoromethyl)benzaldehyde-O-{2,6-bis[(4,6-dimethoxypyrimidin-2-yl)oxy]benzoyl}oxime COC1=NC(=NC(=C1)OC)OC1=C(C(=O)O\N=C\C2=C(C=CC=C2)C(F)(F)F)C(=CC=C1)OC1=NC(=CC(=N1)OC)OC